FC1(CCC2=C1N=C(N=C2C2=CC(=C(C=C2)O)F)SC)F 4-(7,7-difluoro-2-(methylthio)-6,7-dihydro-5H-cyclopenta[d]pyrimidin-4-yl)-2-fluorophenol